(2,3-dihydroxypropyl)-5-hydroxy-2,4,6-triiodo-1,3-benzenedicarboxamide OC(CNC(=O)C1=C(C(=C(C(=C1I)O)I)C(=O)N)I)CO